NC1=NC(N(C=C1)[C@]1(O[C@H](CC1)COC(C(C)C)=O)C#N)=O (2r,3r,4r,5r)-2-(4-amino-2-oxopyrimidin-1(2H)-yl)-2-cyano-5-((isobutyryloxy)methyl)-tetrahydrofuran